NCCC(C)O[Si](OCC)(OCC)CCCN (beta-aminoethyl)-gamma-aminopropyltriethoxysilane